2-(2-((benzyloxy)carbonyl)-7-phenylisoindolin-5-yl)acetic acid C(C1=CC=CC=C1)OC(=O)N1CC2=C(C=C(C=C2C1)CC(=O)O)C1=CC=CC=C1